NCCCC(=O)OCC=O 2-oxoethyl 4-aminobutanoate